(2S)-4-({3-[(3-ethoxy-3-oxopropyl)amino]-1-methyl-1H-indazol-5-yl}methyl)-2-methylpiperazine-1-carboxylic acid C(C)OC(CCNC1=NN(C2=CC=C(C=C12)CN1C[C@@H](N(CC1)C(=O)O)C)C)=O